The molecule is a member of the class of quinazolines carrying a 3-bromophenylamino substituent at position 4 and two methoxy substituents at positions 6 and 7. It has a role as an EC 2.7.10.1 (receptor protein-tyrosine kinase) inhibitor and an epidermal growth factor receptor antagonist. It is a member of quinazolines, an aromatic amine, a secondary amino compound, a member of bromobenzenes and an aromatic ether. It is a conjugate base of a PD-153035(1+). COC1=C(C=C2C(=C1)C(=NC=N2)NC3=CC(=CC=C3)Br)OC